BrC=1C=C(C(=C(C1)C=O)F)C=O 5-Bromo-2-fluoro-1,3-benzenedicarboxaldehyde